OC1=CC=C2C(C=3C=C(C(C(C3C(C2=C1)=O)OC)(C)OC)OC)=O 7-hydroxy-1,2,3-trimethoxy-2-methylanthraquinone